COC1=C(C(=CC=C1)C)C1=NN2C(NC(CC2)=O)=C1 2-(2-methoxy-6-methyl-phenyl)-6,7-dihydro-pyrazolo[1,5-a]pyrimidin-5(4H)-one